Cl.N1CC(C1)C(C)(C)O 2-(azetidin-3-yl)propan-2-ol hydrogen chloride